N-(3-Cyano-4-methyl-1H-indol-7-yl)-1-[1-(hydroxymethyl)-2-methoxy-ethyl]pyrazol-4-sulfonamid C(#N)C1=CNC2=C(C=CC(=C12)C)NS(=O)(=O)C=1C=NN(C1)C(COC)CO